C1(=C(C(=CC=C1)C)C)C1=C(C(=C(C=C1)O)CC(C)C)CC(C)C xylyl-diisobutyl-phenol